FC1=CC=C(C=C1)N1N=C(C(=C1)C1OC(CN1CCC1=CC=C(C=C1)OC)C)C1=CC=C(C=C1)F 2-(1,3-bis(4-fluorophenyl)-1H-pyrazol-4-yl)-3-(4-methoxyphenethyl)-5-methyloxazolidine